4-(o-tolyl)-7-((trifluoromethoxy)methyl)isoquinolin-1(2H)-one C1(=C(C=CC=C1)C1=CNC(C2=CC(=CC=C12)COC(F)(F)F)=O)C